trimethyl-(3,5-dimethyl-1-hexyn-3-oxy)silane C[Si](OC(C#C)(CC(C)C)C)(C)C